O[C@@H]1[C@H](O[C@@H]([C@H]([C@@H]1O)O)CO)OCCCN(C(CCCCCNC(OCC1=CC=CC=C1)=O)=O)CCCO[C@H]1O[C@@H]([C@H]([C@@H]([C@@H]1O)O)O)CO benzyl (6-(bis(3-(((2S,3S,4S,5S,6R)-3,4,5-trihydroxy-6-(hydroxymethyl)tetrahydro-2H-pyran-2-yl)oxy)propyl) amino)-6-oxohexyl)carbamate